CC1(OB(OC1(C)C)\C=C\CC1=CC=CC=C1)C (E)-4,4,5,5-tetramethyl-2-(3-phenylprop-1-en-1-yl)-1,3,2-dioxaborolane